COS(=O)(=O)[O-].C(CCCCCCCCCCCCCCCCC)(=O)OCC[N+](C)(CCO)CCOC(CCCCCCCCCCCCCCCCC)=O N,N-bis(stearoyl-oxy-ethyl)N-(2-hydroxyethyl)-N-methyl-ammonium methylsulfate